CN1CCC=CC1 1-methYl-3,6-dihydro-2H-PYridine